2-(2-amino-6-(dibutylamino)-9H-purin-9-yl)-N-(1-ethyl-3-methyl-1H-pyrazol-5-yl)acetamide NC1=NC(=C2N=CN(C2=N1)CC(=O)NC1=CC(=NN1CC)C)N(CCCC)CCCC